(R)-1-(3-amino-2,4-difluorophenyl)-2-(tert-butylamino)ethan-1-ol NC=1C(=C(C=CC1F)[C@H](CNC(C)(C)C)O)F